4-(5-oxo-4,5-dihydro-1,2,4-oxadiazol-3-yl)aniline O=C1NC(=NO1)C1=CC=C(N)C=C1